(2S,3S,5S,6S,7S,8S)-4-((S)-5-(ethoxycarbonyl)-6-(4-fluorophenyl)-2-(thiazol-2-yl)-3,6-dihydropyrimidin-4-yl)cubane-1-carboxylic acid C(C)OC(=O)C1=C(NC(=N[C@H]1C1=CC=C(C=C1)F)C=1SC=CN1)C12C3C4C5(C(C14)C2C53)C(=O)O